C1(=CC=CC=2C3=CC=CC=C3CC12)COC(=O)N[C@@H](CCCCNC(CC(C)C)=CC1C(CC(CC1=O)(C)C)=O)C(=O)O N-fluorenylmethoxycarbonyl-N'-[1-(4,4-dimethyl-2,6-dioxocyclohexylmethylene)-3-methylbutyl]-L-lysine